O1C2=C(OCC1)C=C(C=C2)C(CCN2CC1=CC=CC=C1CC2)=O 1-(2,3-Dihydrobenzo[b][1,4]dioxin-6-yl)-3-(3,4-Dihydroisoquinolin-2(1H)-yl)propan-1-one